tert-butyl (2S,4R)-4-hydroxy-2-(((R)-2-hydroxy-1-(4-(pyridin-3-yl)phenyl)ethyl) carbamoyl)pyrrolidine-1-carboxylate O[C@@H]1C[C@H](N(C1)C(=O)OC(C)(C)C)C(N[C@@H](CO)C1=CC=C(C=C1)C=1C=NC=CC1)=O